BrC=1C(=NN(C1C(F)(F)F)C(C)C)N 4-bromo-1-(isopropyl)-5-(trifluoromethyl)-1H-pyrazol-3-amine